16-(bicyclo[1.1.1]pentane-1-sulfonamido)hexadecanoic acid C12(CC(C1)C2)S(=O)(=O)NCCCCCCCCCCCCCCCC(=O)O